Cl.C(C)C1(CCNCC1)C(=O)NCC1CC(C1)F 4-ethyl-N-[(3-fluorocyclobutyl)methyl]piperidine-4-carboxamide HCl salt